N,N-dimethyl-2-(5H-pyrido[3'',4'':4',5']pyrrolo[3',2':4,5]imidazo[1,2-c]pyrimidin-5-yl)ethan-1-amine CN(CCN1C2=C(C=3N=C4N(C=NC=C4)C31)C=NC=C2)C